2-(2-bromopyridin-3-yloxy)-1-(1-trityl-1H-imidazol-2-yl)ethanone BrC1=NC=CC=C1OCC(=O)C=1N(C=CN1)C(C1=CC=CC=C1)(C1=CC=CC=C1)C1=CC=CC=C1